4-(4-methoxypyridin-3-yl)-3-[4-(4-methyl-4H-1,2,4-triazol-3-yl)piperidin-1-yl]-[1,1'-biphenyl]-2-carbonitrile COC1=C(C=NC=C1)C=1C(=C(C(=CC1)C1=CC=CC=C1)C#N)N1CCC(CC1)C1=NN=CN1C